methyl 1-methyl-4-(6-methyl-5-nitropyridin-2-yl)-1H-pyrazole-5-carboxylate CN1N=CC(=C1C(=O)OC)C1=NC(=C(C=C1)[N+](=O)[O-])C